[Cl-].[Na+].O1NC(=CC=C1)C(=O)[O-].[K+] potassium oxazinate sodium chloride